9-(2-chloro-6-fluoro-phenyl)-13-(difluoromethyl)-3,7-dimethyl-16-thia-2,4,5,8-tetrazatetracyclo[8.6.0.02,6.011,15]hexadeca-1(10),3,5,8,11(15)-pentaene ClC1=C(C(=CC=C1)F)C1=NC(C2=NN=C(N2C=2SC=3CC(CC3C12)C(F)F)C)C